FC=1C=C2CN(CC2=CC1)C(=O)NC1=CC=C(C=C1)C1CCN(CC1)S(=O)(=O)CCOCCOCCOCCO 5-fluoro-N-(4-(1-((2-(2-(2-(2-hydroxyethoxy)ethoxy)ethoxy)ethyl)sulfonyl)piperidin-4-yl)phenyl)isoindoline-2-carboxamide